OCCNCC1=CC=C(C=C1)C=1C(=C(C=CC1)C1=C(C(=CC=C1)C1=CC=2N(C=C1)C(=NN2)CN(C(OC(C)(C)C)=O)C[C@H]2NC(CC2)=O)C)C tert-butyl (S)-((7-(4''-(((2-hydroxyethyl)amino)methyl)-2,2'-dimethyl-[1,1':3',1''-terphenyl]-3-yl)-[1,2,4]triazolo[4,3-a]pyridin-3-yl)methyl)((5-oxopyrrolidin-2-yl)methyl)carbamate